(R)-2-amino-3-cyclohexylpropanoic acid N[C@@H](C(=O)O)CC1CCCCC1